ClC1=C(NC2=NSC3=C2C=CC(=C3)C=O)C=CC=C1C1=C(C(=CC=C1)OCCCN1CC(CC1)O)F 3-(2-Chloro-3-(2-fluoro-3-(3-(3-hydroxypyrrolidin-1-yl)propoxy)phenyl)anilino)benzisothiazole-6-carbaldehyde